3-[1-Hydroxyl-(3-methyl-isoxazol-5-yl)-methylidene]-6-methyl-5-(4-morpholin-4-yl-phenyl)-1,3-dihydro-indol-2-one OC(=C1C(NC2=CC(=C(C=C12)C1=CC=C(C=C1)N1CCOCC1)C)=O)C1=CC(=NO1)C